NC1=C2NC(N(C2=NC(=N1)OCCCC)C(C1=CC=CC=C1)C1(CCNCC1)C(C)C1=C(C(=O)N)C=CC(=C1)O)=O 2-(1-(4-((6-amino-2-butoxy-8-oxo-7,8-dihydro-9H-purin-9-yl)benzyl)piperidin-4-yl)ethyl)-4-hydroxybenzoamide